ethyl 2-((3-(2-carbamoyl-6-(trifluoromethoxy)-1H-indol-1-yl)phenyl)thio)-2-methylpropanoate C(N)(=O)C=1N(C2=CC(=CC=C2C1)OC(F)(F)F)C=1C=C(C=CC1)SC(C(=O)OCC)(C)C